5-aminooxazole-4-carboxylic acid ethyl ester C(C)OC(=O)C=1N=COC1N